NC=1C=C(C=CC1)[C@@H](C1=CC=C(C(=O)N(CC)CC)C=C1)N1CCN(CC1)CC1=CC=C(C=C1)F 4-{(R)-(3-aminophenyl)[4-(4-fluorobenzyl)-piperazin-1-yl]methyl}-N,N-diethylbenzamide